(S)-N-(8,9-difluoro-6-oxo-1,4,5,6-tetrahydro-2H-pyrano[3,4-c]isoquinolin-1-yl)-4,5,6-trifluoro-N-methyl-1H-indole-2-carboxamide FC=1C(=CC=2C3=C(NC(C2C1)=O)COC[C@H]3N(C(=O)C=3NC1=CC(=C(C(=C1C3)F)F)F)C)F